C(CCC)C1=CC=C(CC2=NOC(=N2)CC(C(=O)OCC2=NN=NN2)=C)C=C1 (1H-tetrazol-5-yl)methyl 2-((3-(4-butylbenzyl)-1,2,4-oxadiazol-5-yl)methyl)acrylate